FC=1C=CC=C2CCC(N(C12)CC1=CC=C(C=C1)OC)=O 8-Fluoro-1-(4-methoxybenzyl)-3,4-dihydro-quinolin-2(1H)-one